C(C=C)(=O)N1C[C@@H](CC1)N1C(N(C=2C=NC=CC21)C2=CC(=CC=C2)OC2=CC=CC=C2)=O (R)-1-(1-acryloylpyrrolidin-3-yl)-3-(3-phenoxyphenyl)-1H-imidazo[4,5-c]pyridin-2(3H)-one